C(CCCCCCCCCCC\C=C/CCCCCCCC)(=O)N[C@@H](CCCCN)C(=O)O N-erucoyl-lysine